NC=1N=CC(=NC1OC(C)C1=C(C(=CC=C1F)F)Cl)C1=CC=C(C=C1)NC(=O)NC1CCN(CC1)C 1-(4-{5-amino-6-[1-(2-chloro-3,6-difluoro-phenyl)-ethoxy]-pyrazin-2-yl}-phenyl)-3-(1-methyl-piperidin-4-yl)-urea